tert-butyl (S)-6-(8'-chloro-2'-oxo-1',4'-dihydro-2'H-spiro[cyclopropane-1,3'-quinolin]-6'-yl)-3-methyl-3,4-dihydropyridine-1(2H)-carboxylate ClC=1C=C(C=C2CC3(C(NC12)=O)CC3)C3=CC[C@@H](CN3C(=O)OC(C)(C)C)C